N-{2-[(4R)-4-[2-(dimethylamino)ethoxy]-3,3-difluoropiperidin-1-yl]pyrimidin-4-yl}-8-[(2R,3S)-3-(methanesulfonylmeth-yl)-2-methylazetidin-1-yl]-5-(propan-2-yl)isoquinolin-3-amine CN(CCO[C@H]1C(CN(CC1)C1=NC=CC(=N1)NC=1N=CC2=C(C=CC(=C2C1)C(C)C)N1[C@@H]([C@H](C1)CS(=O)(=O)C)C)(F)F)C